ON1C(=NC2=CC=C(C=C2C1=O)OC)C=1N=NC(=CC1)N(C1CCNCC1)C 3-hydroxy-6-methoxy-2-(6-(methyl(piperidin-4-yl)amino)pyridazin-3-yl)quinazolin-4(3H)-one